2,5-dimethyl-2,5-bis(t-butylperoxy)-3-hexene CC(C)(C=CC(C)(OOC(C)(C)C)C)OOC(C)(C)C